N-(3-chloropyridin-2-yl)-6-(piperidin-4-yl)imidazo[1,2-a]pyridine-3-carboxamide ClC=1C(=NC=CC1)NC(=O)C1=CN=C2N1C=C(C=C2)C2CCNCC2